FC(S(=O)(=O)OCCOCCCC)(F)F butoxyethyl trifluoromethanesulfonate